FC=1C=C(C=2C3=C(NC(C2C1)=O)COCC3NC)F 8,10-difluoro-1-(methylamino)-1,2,4,5-tetrahydropyrano[3,4-c]isoquinolin-6-one